C(C)(=O)N[C@@H](CCCNC(=O)N)C(=O)O N-Acetyl-citrulline